N1=C(C=CC=C1)CNCC1=CC=C(C=C1)CN(C1(CCCC2=CC=CC=C12)C)CCNCC1=NC=CC=C1 N-(2-pyridylmethyl)-N'-[2-[(2-pyridylmethyl)amino]ethyl]-N'-(1-methyl-1,2,3,4-tetrahydro-1-naphthalenyl)-1,4-xylylenediamine